tert-butyl-2-(5-(2,6-dimethoxyphenyl)-1-(2-isopropyl-4-(methyl(3-(methyl(3-(methyl(trityl)amino)propyl)amino)propyl)amino)phenyl)-1H-pyrazole-3-carboxamido)adamantane-2-carboxylate C(C)(C)(C)OC(=O)C1(C2CC3CC(CC1C3)C2)NC(=O)C2=NN(C(=C2)C2=C(C=CC=C2OC)OC)C2=C(C=C(C=C2)N(CCCN(CCCN(C(C2=CC=CC=C2)(C2=CC=CC=C2)C2=CC=CC=C2)C)C)C)C(C)C